2-(6-(2-(8-oxa-3-azabicyclo[3.2.1]octan-3-yl)thiazol-4-yl)-2,3-difluorophenoxy)-N-(6-((2-(2,6-dioxopiperidin-3-yl)-1,3-dioxoisoindolin-4-yl)amino)hexyl)acetamide C12CN(CC(CC1)O2)C=2SC=C(N2)C2=CC=C(C(=C2OCC(=O)NCCCCCCNC2=C1C(N(C(C1=CC=C2)=O)C2C(NC(CC2)=O)=O)=O)F)F